FC1=C(C(=C(C2=C(C(=C(C(=C12)F)F)F)F)F)F)[B-](C1=C(C2=C(C(=C(C(=C2C(=C1F)F)F)F)F)F)F)(C1=C(C2=C(C(=C(C(=C2C(=C1F)F)F)F)F)F)F)C1=C(C2=C(C(=C(C(=C2C(=C1F)F)F)F)F)F)F.C(CCCCCCCCCCCCCCCCC)[NH+](CCCCCCCCCCCCCCCCCC)C1=C(C=CC=C1)C N,N-dioctadecyl-tolylammonium tetrakis(perfluoronaphthalen-2-yl)borate